[OH-].[Li+].FC1=CC=C2C(=CNC2=C1)C1CN(CC1)CCC(=O)O 3-(3-(6-fluoro-1H-indol-3-yl)pyrrolidin-1-yl)propionic acid lithium hydroxide